3-(2-amino-ethylamino)-propylmethyldiethoxysilane NCCNCCC[Si](OCC)(OCC)C